C1(CCCC1)C=1N=NN(C1)C[C@@H]1[C@@H]([C@H]([C@H]([C@H](O1)CO)O)N1N=NC(=C1)C1=CC(=C(C(=C1)F)F)F)OC (2R,3R,4S,5R,6R)-6-((4-cyclopentyl-1H-1,2,3-triazol-1-yl)methyl)-2-(hydroxymethyl)-5-methoxy-4-(4-(3,4,5-trifluorophenyl)-1H-1,2,3-triazol-1-yl)tetrahydro-2H-pyran-3-ol